4-[[5-(1-acetyl-3,6-dihydro-2H-pyridin-4-yl)-2-thienyl]methyl]-2-[(E)-2-(aminomethyl)-3-fluoro-allyl]-1,2,4-triazol-3-one C(C)(=O)N1CCC(=CC1)C1=CC=C(S1)CN1C(N(N=C1)C\C(=C\F)\CN)=O